ethanol (ethoxide) [O-]CC.C(C)O